3,3-dimethoxy-4,5,6,7-tetrachloroisoindolinone COC1(NC(C2=C(C(=C(C(=C12)Cl)Cl)Cl)Cl)=O)OC